N-(4-(2-(dimethylamino)ethoxy)-2-methoxy-5-nitrophenyl)-4-(1-(2-fluoroethyl)-1H-indole-3-yl)pyrimidin-2-amine CN(CCOC1=CC(=C(C=C1[N+](=O)[O-])NC1=NC=CC(=N1)C1=CN(C2=CC=CC=C12)CCF)OC)C